4-(3-Amino-5-ethynylpyridin-4-yl)-2-chloro-5-fluoro-N-(5-hydroxyl-6-(2H-1,2,3-triazol-2-yl)pyridin-3-yl)benzamide NC=1C=NC=C(C1C1=CC(=C(C(=O)NC=2C=NC(=C(C2)O)N2N=CC=N2)C=C1F)Cl)C#C